N-(4-(2-oxa-6-azaspiro[3.4]octan-6-yl)phenyl)-6-(1H-indol-6-yl)-[1,2,4]triazolo[1,5-a]pyrazin-8-amine C1OCC12CN(CC2)C2=CC=C(C=C2)NC=2C=1N(C=C(N2)C2=CC=C3C=CNC3=C2)N=CN1